2-chloro-N-[2-(4-chlorophenyl)ethyl]-5-(3-methylphenoxy)pyridine-4-carboxamide ClC1=NC=C(C(=C1)C(=O)NCCC1=CC=C(C=C1)Cl)OC1=CC(=CC=C1)C